tert-butyl (1-(2-(3-amino-6-(6-cyclopropyl-3-(trifluoromethyl)pyridin-2-yl)pyrazine-2-carboxamido)pyridin-3-yl)-4-methylpiperidin-4-yl)carbamate NC=1C(=NC(=CN1)C1=NC(=CC=C1C(F)(F)F)C1CC1)C(=O)NC1=NC=CC=C1N1CCC(CC1)(C)NC(OC(C)(C)C)=O